C(#N)C1=CC(=C(COC2=CC=CC(=N2)C2CCN(CC2)C(C(=O)OC)CF)C=C1)F methyl 2-(4-(6-((4-cyano-2-fluorobenzyl) oxy) pyridin-2-yl) piperidin-1-yl)-3-fluoropropionate